C(C)(C)N1N=C2C(=C1)CC1=CC=C(C=C12)OB(O)O (2-isopropyl-2,4-dihydroindeno[1,2-c]pyrazol-7-yl)boric acid